2-(4-Bromobenzoyl)-N-(3-methyl-1,2-oxazol-5-yl)cyclohexanecarboxamide BrC1=CC=C(C(=O)C2C(CCCC2)C(=O)NC2=CC(=NO2)C)C=C1